(6-(2-hydroxypropan-2-yl)-3-methylthieno[3,2-b]pyridin-2-yl)boronic acid OC(C)(C)C=1C=C2C(=NC1)C(=C(S2)B(O)O)C